4-(3,8-diazabicyclo[3.2.1]oct-3-yl)-6-(1-(difluoromethyl)-1H-pyrazol-4-yl)pyrrolo[2,1-f][1,2,4]triazine hydrochloride Cl.C12CN(CC(CC1)N2)C2=NC=NN1C2=CC(=C1)C=1C=NN(C1)C(F)F